(S)-2-((S)-2-((S)-3-(4-Hydroxyphenyl)-2-((S)-pyrrolidine-2-carboxamido)propanamido)-3-(1-methyl-1H-imidazol-5-yl)propanamido)-5,5-dimethylhexanoic acid OC1=CC=C(C=C1)C[C@@H](C(=O)N[C@H](C(=O)N[C@H](C(=O)O)CCC(C)(C)C)CC1=CN=CN1C)NC(=O)[C@H]1NCCC1